1,8-diaminononane NCCCCCCCC(C)N